1-(4-bromo-2,6-dimethyl-3-nitrophenyl)-4-methylpiperazine BrC1=C(C(=C(C(=C1)C)N1CCN(CC1)C)C)[N+](=O)[O-]